C[C@@H](C=O)CCCCCCCCC |r| (±)-2-methylundecanal